ClC1=NC(=CC2=C1COC2(C)CC)Cl 4,6-dichloro-1-ethyl-1-methyl-3H-furo[3,4-c]pyridine